[3-(4-chlorophenyl)-4-phenyl-4,5-dihydro-1H-pyrazol-1-yl][4-(trifluoromethyl)benzenesulfonamide] ClC1=CC=C(C=C1)C1=NN(CC1C1=CC=CC=C1)C1=C(C=CC(=C1)C(F)(F)F)S(=O)(=O)N